NC1=NC=C(C2=C1C(=C(N2C)C2=CC=C(C=C2)NC(C=C)=O)C2=CC(=C(C=C2)OC2=NC=CC(=N2)C)F)C#N N-(4-(4-amino-7-cyano-3-(3-fluoro-4-((4-methylpyrimidin-2-yl)oxy)phenyl)-1-methyl-1H-pyrrolo[3,2-c]pyridin-2-yl)phenyl)acrylamide